(1R,2R,3aS,10aR)-2-hydroxy-1-[(1E,3ξ)-3-hydroxy-4-methyl-4-phenoxy-1-penten-1-yl]-5-methyl-2,3,3a,9,10,10a-hexahydro-1H-benzo[b]cyclopenta[f]oxepin-6-carboxylic acid O[C@@H]1C[C@H]2[C@H](CCC3=C(O2)C(=C(C=C3)C(=O)O)C)[C@H]1\C=C\C(C(C)(OC1=CC=CC=C1)C)O